[Na].C(CCCCC)NC1=NC(=NC(N1)=S)S 6-hexylamino-1,3,5-triazine-2-thione-4-thiol sodium